FC1=CC=C(COC2=C(C=C(CN3C(N(C4=CC=C(C=C4C3=O)OC(CF)CF)C3CCN(CC3)C=O)=O)C=C2)OC)C=C1 4-[3-{4-[(4-fluorobenzyl)oxy]-3-methoxybenzyl}-6-[2-fluoro-1-(fluoromethyl)ethoxy]-2,4-dioxo-3,4-dihydroquinazolin-1(2H)-yl]piperidine-1-carbaldehyde